COC(=O)[C@@H]1CC[C@H](CC1)COS(=O)(=O)C1=CC=C(C=C1)C.FC=1C=C(C=C(C1O)C=O)C(=O)NC=1SC(=CN1)C1=CC(=CC=C1)N1CCCC1 3-fluoro-5-formyl-4-hydroxy-N-(5-(3-(pyrrolidin-1-yl)phenyl)thiazol-2-yl)benzeneFormamide methyl-trans-4-(p-tolylsulfonyloxymethyl)cyclohexanecarboxylate